C(N)([O-])=O.C(N)([O-])=O.[Mo+2] Molybdenum dicarbamate